FC1=CC=C(C=C1)N1N=CC2=CC(=CC=C12)N1C2(CCC2)C(CC1)NC(OC(C)(C)C)=O tert-butyl (5-(1-(4-fluorophenyl)-1H-indazol-5-yl)-5-azaspiro[3.4]octan-8-yl)carbamate